CC(=CCC(CO)C(=C)C)C 5-methyl-2-(1-methylvinyl)-4-hexen-1-ol